tert-butyl (S)-((1-(4,5-dichloro-1H-indole-2-carbonyl)pyrrolidin-3-yl)methyl)carbamate ClC1=C2C=C(NC2=CC=C1Cl)C(=O)N1C[C@@H](CC1)CNC(OC(C)(C)C)=O